γ-glycidoxypropyl-(ethyl)dimethoxysilane C(C1CO1)OCCC[Si](OC)(OC)CC